CC(=CCCCCCCCC(=O)OCCCCCCCN(CCO)CCCCCCCOC(=O)C(CCCCCCCC)CCCCCCCF)C 7-({7-[1-(7-fluoroheptyl)nonylcarbonyloxy]heptyl}(2-hydroxyethyl)amino)heptyl 10-methyl-9-undecenoate